ClC1=C(C=NNC1=O)N1C[C@@H](CC1)OC1=NC=CC(=C1)C=1C(=NN(C1C)CC(=O)O)C (R)-2-(4-(2-((1-(5-chloro-6-oxo-1,6-dihydropyridazin-4-yl)pyrrolidin-3-yl)oxy)pyridin-4-yl)-3,5-dimethyl-1H-pyrazol-1-yl)acetic acid